NC(C(CCC(=O)OC(C)(C)C)N1CC=2C(C1=O)=CSC2CCl)=O Tert-butyl 5-amino-4-(1-(chloromethyl)-4-oxo-4H-thieno[3,4-c]pyrrol-5(6H)-yl)-5-oxopentanoate